5-(2-chloro-5-(isobutyrylaminomethyl)benzoylamino)-1-methyl-N-(2-(trifluoromethoxy)phenyl)-1H-indole-2-carboxamide ClC1=C(C(=O)NC=2C=C3C=C(N(C3=CC2)C)C(=O)NC2=C(C=CC=C2)OC(F)(F)F)C=C(C=C1)CNC(C(C)C)=O